OC1=CC=C(C=C1)C12CC3(CC(CC(C1)(C3)C)(C2)C)C2=CC=C(C=C2)O 1,3-bis(4-hydroxyphenyl)5,7-dimethyladamantane